CC1CC=C(CC1)CCCC1C(CCC1)=O 2-(4-methyl-3-cyclohexen-1-yl-propyl)cyclopentanone